(S)-2-amino-3,3-diphenylpropanoic acid N[C@H](C(=O)O)C(C1=CC=CC=C1)C1=CC=CC=C1